copper(II) chloride, dihydrate O.O.[Cu](Cl)Cl